COC1=CC=C(C=C1)CCCC(=O)N 4-(4-Methoxyphenyl)butanamide